bis(2,2,6,6-tetramethyl-1-piperidinyl) sebacate C(CCCCCCCCC(=O)ON1C(CCCC1(C)C)(C)C)(=O)ON1C(CCCC1(C)C)(C)C